ethyl 9-(2-chloro-6-fluoro-phenyl)-3-methyl-16-thia-2,4,5,8-tetrazatetracyclo[8.6.0.02,6.011,15]hexadeca-1(10),3,5,8,11(15)-pentaene-13-carboxylate ClC1=C(C(=CC=C1)F)C1=NCC2=NN=C(N2C=2SC=3CC(CC3C12)C(=O)OCC)C